6-(1H-Pyrazol-4-yl)-N-(tetrahydro-2H-pyran-4-yl)-5-(2,2,2-trifluoroethoxy)-[1,2,4]triazolo[1,5-a]pyridin-2-amine N1N=CC(=C1)C=1C=CC=2N(C1OCC(F)(F)F)N=C(N2)NC2CCOCC2